C(CCCCCCCCCCCCCCCCC)N[C@@H](CCC(=O)[O-])C(=O)[O-].[Na+].[Na+] Natrium Stearylglutamat